lauric acid diethylamide C(C)N(C(CCCCCCCCCCC)=O)CC